(1-(2,6-bis(benzyloxy)pyridin-3-yl)-3-methyl-2-oxo-2,3-dihydro-1H-benzo[d]imidazol-5-yl)carbamate C(C1=CC=CC=C1)OC1=NC(=CC=C1N1C(N(C2=C1C=CC(=C2)NC([O-])=O)C)=O)OCC2=CC=CC=C2